2-((2-acrylamido-3,5-difluorophenyl)amino)-5-fluoropyridine C(C=C)(=O)NC1=C(C=C(C=C1F)F)NC1=NC=C(C=C1)F